ClC1=CC=C(C=C1)C(CN1CCN(CC1)C(=O)OC(C)(C)C)NS(=O)(=O)C1=CC(=C(C=C1)OC(F)(F)F)[N+](=O)[O-] tert-butyl 4-(2-(4-chlorophenyl)-2-((3-nitro-4-(trifluoromethoxy)phenyl)sulfonamido)ethyl)piperazine-1-carboxylate